m-phenylenedimethanol C1(=CC(=CC=C1)CO)CO